C1(=CC=CC=C1)C1=CCC2=CC=CC=C12 3-phenylindene